COC(=O)C=1OC2=C(N1)C=C(C=C2)B(O)O 2-METHOXYCARBONYL-1,3-BENZOXAZOLE-5-BORONIC ACID